N-(3,5-difluoro-2-nitro-phenyl)-N-ethyl-carbamic acid tert-butyl ester C(C)(C)(C)OC(N(CC)C1=C(C(=CC(=C1)F)F)[N+](=O)[O-])=O